ClCCN1CCN(CC1)C(C)=O (4-(2-chloroethyl)piperazin-1-yl)ethanone